4-(2-(4-chlorophenyl)-1H-imidazol-5-yl)-N-(3-fluorobenzyl)aniline ClC1=CC=C(C=C1)C=1NC(=CN1)C1=CC=C(NCC2=CC(=CC=C2)F)C=C1